C[C@H]1CN(CCN1)C=1C=CC=2N(C(C=C(N2)C2=CC=3N(C=C2)N=C(C3)C)=O)C1 7-[(3S)-3-methylpiperazin-1-yl]-2-(2-methylpyrazolo[1,5-a]pyridin-5-yl)-4H-pyrido[1,2-a]pyrimidin-4-one